tert-butyl (3-(6-amino-2,3-difluorophenyl)prop-2-yn-1-yl)carbamate NC1=CC=C(C(=C1C#CCNC(OC(C)(C)C)=O)F)F